5-(N-(2-(3,6-diazabicyclo[3.1.1]heptan-3-yl)phenyl)-N-phenylethylsulfamoyl)-3-methylbenzofuran-2-carboxylic acid ethyl ester C(C)OC(=O)C=1OC2=C(C1C)C=C(C=C2)S(N(CCC2=CC=CC=C2)C2=C(C=CC=C2)N2CC1NC(C2)C1)(=O)=O